FC1(CN(C[C@H]1NC1=NN2C(C(=N1)OC([2H])([2H])[2H])=C(C=C2)C=2C=CC1=C(N(N=N1)CCF)C2)C(C)=O)F (R)-1-(3,3-difluoro-4-((5-(1-(2-fluoroethyl)-1H-benzo[d][1,2,3]triazol-6-yl)-4-(methoxy-d3)pyrrolo[2,1-f][1,2,4]triazin-2-yl)amino)pyrrolidin-1-yl)ethan-1-one